CN(C)C1=NN2C(C=CC=C2)=C1 (dimethylamino)pyrazolo[1,5-a]pyridine